C(N)(=O)C=1C=C(C=CC1F)NC(=O)[C@H]1O[C@]([C@@H]([C@H]1C1=C(C(=C(C=C1)F)F)OC(F)F)C)(C(F)(F)F)C (2S,3S,4R,5R)-N-(3-carbamoyl-4-fluorophenyl)-3-(2-(difluoromethoxy)-3,4-difluorophenyl)-4,5-dimethyl-5-(trifluoromethyl)tetrahydrofuran-2-carboxamide